2,2-diethyl-6-(3-(2-(trifluoromethyl)pyridin-4-yl)-1,2,4-oxadiazol-5-yl)chroman-4-one C(C)C1(OC2=CC=C(C=C2C(C1)=O)C1=NC(=NO1)C1=CC(=NC=C1)C(F)(F)F)CC